ethyl trans-3-(4-bromo-2-methylphenyl)-1-cyano-2,2-dimethylcyclopropanecarboxylate BrC1=CC(=C(C=C1)[C@@H]1C([C@]1(C(=O)OCC)C#N)(C)C)C